2-(4-iso-propylpiperazin-1-yl)acetic acid C(C)(C)N1CCN(CC1)CC(=O)O